1-acetyl-2-octadecanoyl-sn-glycero-3-phosphocholine C(C)(=O)OC[C@@H](OC(CCCCCCCCCCCCCCCCC)=O)COP(=O)([O-])OCC[N+](C)(C)C